FC(C1=CC=C(C=C1)C=1NC(C2=C(N1)CCSC2)=O)(F)F 3,5,7,8-Tetrahydro-2-[4-(trifluoromethyl)phenyl]-4H-thiopyrano[4,3-d]-pyrimidin-4-one